C(C)(C)(CC(C)(C)C)[N+]#[C-] tert-octyl isocyanide